tetrakis(1-pyrazolyl)borate N1(N=CC=C1)[B-](N1N=CC=C1)(N1N=CC=C1)N1N=CC=C1